FC=1C=C(C=CC1C(F)(F)F)[C@H]([C@H]1NCCC1)NC(=O)C1=CC=C2C=NC(=NC2=C1)NC1CCOCC1 2-(tetrahydropyran-4-ylamino)-quinazoline-7-carboxylic acid [(S)-(3-fluoro-4-trifluoromethyl-phenyl)-(R)-pyrrolidin-2-yl-methyl]-amide